C(C=C)(=O)OC(CC)O hydroxy-ethylmethyl acrylate